1-(tert-butoxycarbonyl)-4-methoxypiperidine-3-carboxylic acid C(C)(C)(C)OC(=O)N1CC(C(CC1)OC)C(=O)O